C(C1=CC=CC=C1)N(C(OC(COC)C)=O)C(C(F)(F)F)C(=O)NC Propylenglycol methyl ether benzyl-(1,1,1-trifluoro-3-(methylamino)-3-oxopropan-2-yl)carbamate